S1C2=C(C=C1C1=CC(=NC(=N1)C1=CNC3=NC=C(N=C31)Cl)N[C@@H]3[C@H](C1CCC3CC1)C(=O)O)C=CC=C2 (2S,3S)-3-((6-(benzo[b]thiophen-2-yl)-2-(2-chloro-5H-pyrrolo[2,3-b]pyrazin-7-yl)pyrimidin-4-yl)amino)bicyclo[2.2.2]octane-2-carboxylic acid